(R)-N-((4-(5-chloro-3-fluoropyridin-2-yl)-3,6-dioxo-1-(4-(trifluoro-methyl)benzyl)piperazin-2-yl)methyl)acetamide ClC=1C=C(C(=NC1)N1C([C@H](N(C(C1)=O)CC1=CC=C(C=C1)C(F)(F)F)CNC(C)=O)=O)F